methyl (E)-3-(3-(N-(4-(2-methylbenzo[d]thiazol-6-yl)benzyl)cyclohexanecarboxamido)phenyl)acrylate CC=1SC2=C(N1)C=CC(=C2)C2=CC=C(CN(C(=O)C1CCCCC1)C=1C=C(C=CC1)/C=C/C(=O)OC)C=C2